7-((6-((dimethylamino)methyl)-5-(1-methoxycyclopropyl)pyridin-2-yl)amino)-4-(7-fluoroimidazo[1,2-a]pyridin-3-yl)-1-oxoisoindoline-2-carboxylic acid tert-butyl ester C(C)(C)(C)OC(=O)N1C(C2=C(C=CC(=C2C1)C1=CN=C2N1C=CC(=C2)F)NC2=NC(=C(C=C2)C2(CC2)OC)CN(C)C)=O